CC1(C2=CC(=CC=C2C(C=2C3=C(OC21)C=CC=C3)=O)OCCN3C(CN(CC3)C)=O)C 1-[2-(6,6-Dimethyl-11-oxo-6,11-dihydro-benzo[b]naphtho[2,3-d]furan-8-yloxy)-ethyl]-4-methyl-piperazin-2-one